1-(2-(3-cyclohexyloxy-4-methoxyphenyl)-2-oxoethyl)-2,6-dimethylpyridin-4(1H)-one C1(CCCCC1)OC=1C=C(C=CC1OC)C(CN1C(=CC(C=C1C)=O)C)=O